2-((1R,4R)-4-((R)-2-hydroxy-N-methylpropanamidyl)cyclohexyl)-6-methoxy-N-(1-(oxetan-3-yl)-2-oxo-1,2-dihydropyridin-3-yl)-2H-indazole-5-carboxamide O[C@@H](C(=O)N(C)C1CCC(CC1)N1N=C2C=C(C(=CC2=C1)C(=O)NC=1C(N(C=CC1)C1COC1)=O)OC)C